N-(2-ethyl-7-methyl-3-oxo-1,2,3,4-tetrahydroisoquinolin-4-yl)-2-oxo-6-(trifluoromethyl)-1,2-dihydropyridine-3-carboxamide C(C)N1CC2=CC(=CC=C2C(C1=O)NC(=O)C=1C(NC(=CC1)C(F)(F)F)=O)C